(E)-tert-butyl 3-fluoro-4-(2-methoxy-2-oxoethylidene)piperidine-1-carboxylate FC/1CN(CC\C1=C/C(=O)OC)C(=O)OC(C)(C)C